((S)-5-(3,5-difluorophenyl)-4,5-dihydro-1H-pyrazol-1-yl)(3-((R and S)-1-phenylethyl)azetidin-1-yl)methanone FC=1C=C(C=C(C1)F)[C@@H]1CC=NN1C(=O)N1CC(C1)[C@@H](C)C1=CC=CC=C1 |&1:19|